COC=1C(=CSC1)CNCCC1=C(C=C(C(=C1)OC)I)OC N-[(4-methoxy-thiophen-3-yl)methyl]-1-(2,5-dimethoxy-4-iodophenyl)-2-aminoethane